DIMETHYL-BENZYL-AMMONIUM CHLORIDE DIHYDRATE O.O.[Cl-].C[NH+](CC1=CC=CC=C1)C